2-(2'-hydroxy-5'-(1,1,3,3-tetramethyl-butyl)phenyl)benzotriazole OC1=C(C=C(C=C1)C(CC(C)(C)C)(C)C)N1N=C2C(=N1)C=CC=C2